1-methyl-4-(2-propenylidene)cyclohexene CC1=CCC(CC1)=CC=C